(E)-2-(benzo[d]thiazol-2-yl)-3-(5-ethyl-8-((3,4,5-trihydroxy-6-(hydroxymethyl)tetrahydro-2H-pyran-2-yl)oxy)-1,2,3,3a,4,5-hexahydropyrrolo[1,2-a]quinoxalin-7-yl)acrylonitrile S1C(=NC2=C1C=CC=C2)\C(\C#N)=C\C=2C=C1N(CC3N(C1=CC2OC2OC(C(C(C2O)O)O)CO)CCC3)CC